FC=1C=C2CN(CC2=CC1C=O)C(=O)OC(C)(C)C Tert-butyl 5-fluoro-6-formylisoindoline-2-carboxylate